O=C1NC(CC[C@H]1NC1=CC=C(C=C1)[C@]12CCN(C[C@@H]2C1(F)F)C(=O)OC(C)(C)C)=O tert-butyl (1R,6R)-6-(4-(((R)-2,6-dioxopiperidin-3-yl)amino)phenyl)-7,7-difluoro-3-azabicyclo[4.1.0]heptane-3-carboxylate